tert-butyl (1R,5S)-3-[3-[[(1R)-1-[4-(cyclopropylmethoxy)-3-methoxy-phenyl]ethyl]carbamoyl]-4-methyl-phenyl]-3,8-diazabicyclo[3.2.1]octane-8-carboxylate C1(CC1)COC1=C(C=C(C=C1)[C@@H](C)NC(=O)C=1C=C(C=CC1C)N1C[C@H]2CC[C@@H](C1)N2C(=O)OC(C)(C)C)OC